ClC1=C(C(=CC=C1)N1CCN(CC1)C(C)C)NC(=O)N1CCC(CC1)(F)C1=NOC(=N1)CC N-{2-chloro-6-[4-(propan-2-yl)piperazin-1-yl]phenyl}-4-(5-ethyl-1,2,4-oxadiazol-3-yl)-4-fluoropiperidine-1-carboxamide